C(C1=CC=CC=C1)C1C2C3C(NC1(CC3CN2CC(C)C)C(=O)NCC(C)C)=O 7-benzyl-N,1-diisobutyl-4-oxooctahydro-6H-3,6-methanopyrrolo[3,2-c]pyridine-6-carboxamide